ClC=1C=C(C(=NC1)OC=1C=CC=2N(C1C)C(=C(N2)C(=O)NC2(CCS(CC2)(=O)=O)C)F)OCC(C)(F)F 6-[[5-chloro-3-(2,2-difluoropropoxy)-2-pyridyl]oxy]-3-fluoro-5-methyl-N-(4-methyl-1,1-dioxo-thian-4-yl)imidazo[1,2-a]pyridine-2-carboxamide